N-(6-(4-methylpiperazin-1-yl)pyridin-3-yl)-3-(5-oxo-2,3,4,5-tetrahydrobenzo[f][1,4]oxazepin-8-yl)-1H-pyrrolo[2,3-b]pyridine-5-carboxamide CN1CCN(CC1)C1=CC=C(C=N1)NC(=O)C=1C=C2C(=NC1)NC=C2C2=CC1=C(C(NCCO1)=O)C=C2